2-amino-2,5,5-trimethylhexanoic acid hydrochloride Cl.NC(C(=O)O)(CCC(C)(C)C)C